C(=O)(O)C(C)(C)C=1N=C(SC1)SCC(=O)NC[C@H]1CN(CCO1)CC1=CC(=C(C=C1)Cl)Cl (2S)-[4-(2-carboxypropan-2-yl)thiazol-2-ylthio]-N-{[4-(3,4-dichlorobenzyl)morpholin-2-yl]methyl}acetamide